N-[3-[4-(4-chlorophenyl)thiazol-2-yl]-1-bicyclo[1.1.1]pentanyl]-2-(1-methylsulfonylcyclopropyl)oxazole-5-carboxamide ClC1=CC=C(C=C1)C=1N=C(SC1)C12CC(C1)(C2)NC(=O)C2=CN=C(O2)C2(CC2)S(=O)(=O)C